4-formyl-1,2,5-oxadiazole-3-carboxamide C(=O)C=1C(=NON1)C(=O)N